(E)-but-1,3-dien-1-ylbenzene C(=C\C=C)/C1=CC=CC=C1